7a-(4-bromophenyl)-4-methoxy-6-(((2-methoxyethyl)amino)methyl)-7-phenyl-5,6,7,7a-tetrahydro-4bH-cyclopenta[4,5]furo[2,3-c]pyridine-4b,5-diol BrC1=CC=C(C=C1)C12C(C3=C(C=NC=C3OC)O1)(C(C(C2C2=CC=CC=C2)CNCCOC)O)O